1-isopropoxy-4-isothiocyanato-benzene C(C)(C)OC1=CC=C(C=C1)N=C=S